Methyl (R*)-(6-(((6-((5,6,7,8-tetrahydroimidazo[1,2-a]pyridin-7-yl)methoxy)pyridin-3-yl)methyl)amino)isoquinolin-1-yl)carbamate N=1C=CN2C1C[C@@H](CC2)COC2=CC=C(C=N2)CNC=2C=C1C=CN=C(C1=CC2)NC(OC)=O |o1:6|